(E)-N,N-dibenzyl-2-(5-methoxy-2-(2-methoxyvinyl)phenyl)ethane-1-amine C(C1=CC=CC=C1)N(CCC1=C(C=CC(=C1)OC)\C=C\OC)CC1=CC=CC=C1